2-(Methylsulfonyl)-2-azaspiro[3.3]heptan-6-yl ((S)-4-methyl-1-oxo-1-(((S)-1-oxo-3-((R)-2-oxopyrrolidin-3-yl)propan-2-yl)amino)pentan-2-yl)carbamate CC(C[C@@H](C(N[C@H](C=O)C[C@@H]1C(NCC1)=O)=O)NC(OC1CC2(CN(C2)S(=O)(=O)C)C1)=O)C